5-(3-{3-bromo-5-methylsulfanyl-2-[2-(4-methyl-thiazol-5-yl)-ethoxy]-benzylamino}-propylamino)-4H-thieno[3,2-b]pyridin-7-one BrC=1C(=C(CNCCCNC2=CC(C3=C(N2)C=CS3)=O)C=C(C1)SC)OCCC1=C(N=CS1)C